BrC=1C=C(C=CC1)C(CN(C)CC1=C(C=C(C=C1)Cl)C)O 1-(3-bromophenyl)-2-((4-chloro-2-methylbenzyl)methylamino)ethanol